4-hydroxy-3-phenylbenzene OC1=C(C=CC=C1)C1=CC=CC=C1